ClC=1C(=NC=NC1C(F)F)NCC1=CC=C(C=C1)OC1=CC=C(C=C1)C 5-chloro-6-difluoromethyl-N-(4-(4-methylphenoxy)benzyl)pyrimidin-4-amine